ClC1=C(C=NC(=C1)C(F)(F)F)C(=O)O 4-Chloro-6-(trifluoromethyl)pyridine-3-carboxylic acid